methyl 2-keto-butyrate O=C(C(=O)OC)CC